ClC=1C=CC(=NC1C(F)(F)F)C(=O)N(C)OC 5-chloro-N-methoxy-N-methyl-6-(trifluoromethyl)pyridinecarboxamide